CC(C)(C(C)C)B 2,3-dimethyl-2-butylborane